[Ru].C(C1=CC=CC=C1)=C1C(C(CCC1(Cl)Cl)P(C1CCCCC1)C1CCCCC1)=C1N(CCN1C1=C(C=C(C=C1C)C)C)C1=C(C=C(C=C1C)C)C benzylidene[1,3-bis(2,4,6-trimethylphenyl)-2-imidazolidinylidene]dichloro(tricyclohexylphosphine) ruthenium